C(\C=C\CN1C2=C(C3=CC(=CC(=C13)O)C(=O)N)C=NC(=N2)C2=CC(=NN2CC)C)N2C1=C(C3=CC(=CC(=C23)O)C(=O)N)C=NC(=N1)C1=CC(=NN1CC)C (E)-9,9'-(but-2-ene-1,4-diyl)bis(2-(1-ethyl-3-methyl-1H-pyrazol-5-yl)-8-hydroxy-9H-pyrimido[4,5-b]indole-6-carboxamide)